FC(C1=CC(=NC(=C1)C(F)(F)F)N1[C@@H](CCC1)C(=O)O)(F)F (2S)-1-[4,6-bis(trifluoromethyl)pyridin-2-yl]pyrrolidine-2-carboxylic acid